N-((6-((4-chloro-2-methylphenyl)amino)-2-morpholinopyrimidin-4-yl)methyl)picolinamide ClC1=CC(=C(C=C1)NC1=CC(=NC(=N1)N1CCOCC1)CNC(C1=NC=CC=C1)=O)C